C(#N)\C=C(/O[Na])\C [(Z)-2-cyano-1-methyl-vinyloxy]-sodium